tert-butyl (2S)-2-(7-chloro-5-cyclopropylpyrazolo[1,5-a]pyrimidin-2-yl)piperidine-1-carboxylate ClC1=CC(=NC=2N1N=C(C2)[C@H]2N(CCCC2)C(=O)OC(C)(C)C)C2CC2